(4-chloro-5-formylthiazol-2-yl)acetamide ClC=1N=C(SC1C=O)CC(=O)N